OC[C@H](CC)NC1=NC=C2N=C(N(C2=N1)C1CCC(CC1)C(=O)N)NC1=C(C=C(C=C1Cl)Cl)Cl (1R,4s)-4-(2-((S)-1-hydroxybutan-2-ylamino)-8-(2,4,6-trichlorophenylamino)-9H-purin-9-yl)cyclohexanecarboxamide